N-Boc-N-(3-methylphenyl)benzophenone hydrazone C(=O)(OC(C)(C)C)N(N=C(C1=CC=CC=C1)C1=CC=CC=C1)C1=CC(=CC=C1)C